O(C1=CC=CC=C1)CCCC=1NN=C2C(=NC=3C=C(C=CC3C21)C2=NNC=C2)N (3-phenoxypropyl)-7-(1H-pyrazol-3-yl)-2H-pyrazolo[3,4-c]quinolin-4-amine